ClC1=NN(C=N1)C1=CC(=C(C=C1)S(=O)(=O)[C@@H]1C[C@H](N(C1)C(=O)C1(CC1)C(F)(F)F)C(=O)NC1(CC1)C#N)C (2S,4R)-4-(4-(3-chloro-1H-1,2,4-triazol-1-yl)-2-methylphenylsulfonyl)-N-(1-cyanocyclopropyl)-1-(1-(trifluoromethyl)cyclopropanecarbonyl)pyrrolidine-2-carboxamide